3-(N-(4-chloro-5-cyano-2-(1-methylcyclobutoxy)phenyl)sulfamoyl)-4-cyclopropylbenzoic acid ClC1=CC(=C(C=C1C#N)NS(=O)(=O)C=1C=C(C(=O)O)C=CC1C1CC1)OC1(CCC1)C